pyrido[4',3':4,5]pyrrolo[2,3-d]pyrimidine N1=CN=CC2=C1NC1=C2C=CN=C1